5-(piperidin-4-ylmethyl)thiophene-2-carboxylic acid methyl ester COC(=O)C=1SC(=CC1)CC1CCNCC1